tert-butyl-2-(3-((tert-butyldimethylsilyl)oxy)cyclohexyl)hydrazine C(C)(C)(C)NNC1CC(CCC1)O[Si](C)(C)C(C)(C)C